CC=1C(=NOC1)C(=O)NC1CCC2=CC(=CC=C12)C1=NOC(=N1)C 4-methyl-N-(5-(5-methyl-1,2,4-oxadiazol-3-yl)-2,3-dihydro-1H-inden-1-yl)isoxazole-3-carboxamide